1-[3-(1-benzofuran-5-yl)phenyl]-3-(4-chlorophenyl)urea O1C=CC2=C1C=CC(=C2)C=2C=C(C=CC2)NC(=O)NC2=CC=C(C=C2)Cl